4-(4-((1R,5S)-3,8-diazabicyclo[3.2.1]oct-3-yl)-8-fluoro-2-(((S)-1-Methylpyrrolidin-2-yl)methoxy)-5-(propynyl)pyrido[4,3-d]pyrimidin-7-yl)-6-fluoronaphthalene [C@H]12CN(C[C@H](CC1)N2)C=2C1=C(N=C(N2)OC[C@H]2N(CCC2)C)C(=C(N=C1C#CC)C1=CC=CC2=CC=C(C=C12)F)F